ClC=1C=C(C=CC1Cl)C(C1=NN=C(O1)C1CNCC12CCOCC2)(F)F 4-(5-((3,4-dichlorophenyl)difluoromethyl)-1,3,4-oxadiazol-2-yl)-8-oxa-2-azaspiro[4.5]decane